FC=1C=CC=2N(C1)C=C(N2)CC(=O)NC2=NC=C(C=C2)C(C)C 2-(6-fluoroimidazo[1,2-a]pyridin-2-yl)-N-(5-isopropylpyridin-2-yl)acetamide